perfluoro (2,5-dimethyl-3,6-dioxanonanoyl) peroxide CC(C(=O)OOF)OCC(OCCC)C